4-(bromomethyl)-3-(methoxycarbonyl)-5-(trifluoromethyl)benzoic acid BrCC1=C(C=C(C(=O)O)C=C1C(F)(F)F)C(=O)OC